OC1CN(CCOC1)C(=O)OC(C)(C)C tert-butyl 6-hydroxy-1,4-oxaazepane-4-carboxylate